OC(=O)C(F)(F)F.C1(CCC1)CN(CCN1C2CC(CC1CC2)C=2C=C(C(=O)N)C=CC2)C([C@@H](CO)O)=O 3-endo-(8-{2-[cyclobutylmethyl-((R)-2,3-dihydroxypropionyl)-amino]ethyl}-8-azabicyclo[3.2.1]oct-3-yl)-benzamide TFA salt